N-[4-(3-tert-butyl-1H-1,2,4-triazol-1-yl)-3-sulfamoylphenyl]-2-(2-chlorophenyl)acetamide C(C)(C)(C)C1=NN(C=N1)C1=C(C=C(C=C1)NC(CC1=C(C=CC=C1)Cl)=O)S(N)(=O)=O